glutarate hemihydrate O.C(CCCC(=O)O)(=O)O.C(CCCC(=O)O)(=O)O